4-[2-(difluoromethoxy)-4-hydroxy-5-methylpyridine-3-carbonyl]piperazin FC(OC1=NC=C(C(=C1C(=O)N1CCNCC1)O)C)F